C(CCC)N1N=C(C(=C1CC)O)CCC 1-n-butyl-5-ethyl-4-hydroxy-3-n-propyl-pyrazole